COC1=C(C(=O)OC)C=CC(=C1)OC1CC(C1)N1CCOC2(C1)CCNCC2 methyl 2-methoxy-4-[3-(1-oxa-4,9-diazaspiro[5.5]undecan-4-yl)cyclobutoxy]benzoate